(4-(trifluoromethyloxy)phenyl)boronic acid FC(OC1=CC=C(C=C1)B(O)O)(F)F